C(=C)(C)C1CC=C(CCC=C(CC1)C)C 8-Isopropenyl-1,5-dimethyl-cyclodeca-1,5-diene